FC(F)(F)C(C1=CC=CC=C1)Br Trifluoromethylbenzyl bromide